C1(CCC1)N1C=CC(=CC=C1)N1CCC(CC1)C=1C=C(C2=C(N(C(=N2)C2=CC=C(C=C2)S(=O)(=O)C)C)C1)C 6-(1-(1-cyclobutylazepin-4-yl)piperidin-4-yl)-1,4-dimethyl-2-(4-(methylsulfonyl)phenyl)-1H-benzo[d]imidazole